(R)-4-(3-(4-acryloylmorpholin-2-yl)-5-chlorophenyl)-N-methylpicolinamide C(C=C)(=O)N1C[C@H](OCC1)C=1C=C(C=C(C1)Cl)C1=CC(=NC=C1)C(=O)NC